FC1=C(C=C(C(=C1F)CN1C(NC=2C=NC=3N=C(C=CC3C21)OC)=O)F)S(=O)(=O)N 2,3,5-trifluoro-4-((7-methoxy-2-oxo-2,3-dihydro-1H-imidazo[4,5-c][1,8]naphthyridin-1-yl)methyl)benzenesulfonamide